C(O)(O)=O.N#CC#N cyanogen carbonate